N[C@H]1[C@@H]2N(C[C@H]1C[C@@H]2OCC#N)C(=O)C2=CC1=C(N(C(=N1)C1=CC=3C(=NC=CC3)N1CC1CC1)C)C(=C2)OC 2-{[(1S,4R,6S,7R)-7-Amino-2-{2-[1-(cyclopropylmethyl)-1H-pyrrolo[2,3-b]pyridin-2-yl]-7-methoxy-1-methyl-1H-1,3-benzodiazole-5-carbonyl}-2-azabicyclo[2.2.1]heptan-6-yl]oxy}acetonitrile